C(C1=CC=CC=C1)OC([C@H](OC1=C(C=C(C(=N1)C(=O)O)NC(=O)OC(C)(C)C)C(F)(F)F)C)CC=C 6-[(1R)-2-benzyloxy-1-methyl-pent-4-enoxy]-3-(tert-butoxycarbonylamino)-5-(trifluoromethyl)pyridine-2-carboxylic acid